tert-butyl (1-((4-(N-(3-cyano-4-methyl-1H-indol-7-yl)sulfamoyl)phenyl)sulfonyl)piperidin-3-yl)carbamate C(#N)C1=CNC2=C(C=CC(=C12)C)NS(=O)(=O)C1=CC=C(C=C1)S(=O)(=O)N1CC(CCC1)NC(OC(C)(C)C)=O